COC=1C=CC2=C(C(CCC3=C2C(=NO3)C)NC3=CC=C(C#N)C=C3)C1 4-((8-methoxy-1-methyl-5,6-dihydro-4H-benzo[6,7]cyclohepta[1,2-d]isoxazol-6-yl)amino)benzonitrile